benzyl (R)-1-((4R,5S)-4-methyl-2-oxo-5-phenyloxazolidine-3-carbonyl)-6-azaspiro[2.5]octane-6-carboxylate C[C@H]1N(C(O[C@H]1C1=CC=CC=C1)=O)C(=O)[C@@H]1CC12CCN(CC2)C(=O)OCC2=CC=CC=C2